C1=CC=CC=2C3=CC=CC=C3N(C12)C=1C=CC=2N(C3=CC=C(C=C3C2C1)N1C2=CC=CC=C2C=2C=CC=CC12)C=1C=C(C=C(C1)N(C1=CC=CC=C1)C1=CC=CC=C1)N(C1=CC=CC=C1)C1=CC=CC=C1 5-(9'H-[9,3':6',9''-tercarbazol]-9'-yl)-N1,N1,N3,N3-tetraphenylbenzene-1,3-diamine